5-(4-Acetylpiperazin-1-yl)pyridine-2-carbonitrile C(C)(=O)N1CCN(CC1)C=1C=CC(=NC1)C#N